COC(C(C(=O)OC)C1CCCC1)=O cyclopentyl-malonic acid dimethyl ester